FC=1C=C(N)C=CC1OC1=NC=CC=C1 3-fluoro-4-(pyridine-2-Oxy)aniline